7-(2-(4-(6-fluorobenzo[b]thiophen-4-yl)piperazin-1-yl)ethyl)-3,4-dihydroquinolin-2(1H)-one FC=1C=C(C2=C(SC=C2)C1)N1CCN(CC1)CCC1=CC=C2CCC(NC2=C1)=O